OC1=C(C=C2CCC(C2=C1)=O)C=1N=NC(=CC1)N(C1CC(NC(C1)(C)C)(C)C)C 6-hydroxy-5-(6-(methyl(2,2,6,6-tetramethylpiperidin-4-yl)amino)pyridazin-3-yl)-2,3-dihydro-1H-inden-1-one